Cl.C1(=CC=CC=C1)C1(C2CNCC12)CNC(OCC1=CC=CC=C1)=O benzyl ((6-phenyl-3-azabicyclo[3.1.0]hexan-6-yl)methyl)carbamate hydrochloride